C(C)(C)(C)OC(=O)N1CCC(CC1)C\C=C\C(=O)OC.CN1N=NC(=C1C1=CC2=C(N=C(S2)NC(C)=O)C=C1)C N-(6-(1,4-dimethyl-1H-1,2,3-triazol-5-yl)benzo[d]thiazol-2-yl)acetamide tert-butyl-4-[(E)-4-methoxy-4-oxo-but-2-enyl]piperidine-1-carboxylate